FC=1C=CC(=NC1)C1=NN2C(O[C@H](CC2)C)=C1C1=C2C(=NC(=C1)C)NN=C2 (S)-2-(5-Fluoro-2-pyridyl)-5-methyl-3-(6-methyl-1H-pyrazolo[3,4-b]pyridin-4-yl)-6,7-dihydro-5H-pyrazolo[5,1-b][1,3]oxazine